N-[(4-methylphenyl)methylene]glycine methyl ester COC(CN=CC1=CC=C(C=C1)C)=O